2,6-dimethyl-N-(6-nitrobenzo[d]thiazol-2-yl)morpholine-4-carboxamide CC1CN(CC(O1)C)C(=O)NC=1SC2=C(N1)C=CC(=C2)[N+](=O)[O-]